COC(=O)C=1C=CC=C2C(C=C(OC12)C(NCC1CCCCC1)=O)=O 2-((cyclohexylmethyl)carbamoyl)-4-oxo-4H-chromene-8-carboxylic acid methyl ester